tert-butyl (1R,5S)-3-(3-methoxypyridin-4-yl)-8-azabicyclo[3.2.1]oct-2-ene-8-carboxylate COC=1C=NC=CC1C1=C[C@H]2CC[C@@H](C1)N2C(=O)OC(C)(C)C